N-(3,6-dimethyl-9H-xanthen-9-yl)-6-oxo-2-(trifluoromethyl)-1,1',2',3',6,6'-hexahydro-[3,4'-bipyridine]-5-carboxamide CC=1C=CC=2C(C3=CC=C(C=C3OC2C1)C)NC(=O)C1=CC(=C(NC1=O)C(F)(F)F)C=1CCNCC1